C1(CC1)C1=CC(=C(C=C1)C1=C2C(=C(N=N1)N[C@H]1CN(CCC1)C)CCC2)OC(F)F 4-[4-cyclopropyl-2-(difluoromethoxy)phenyl]-N-[(3R)-1-methylpiperidin-3-yl]-6,7-dihydro-5H-cyclopenta[d]pyridazin-1-amine